CC=1N=C2N(C(=CC=C2)C=O)C1 (2-methylimidazo[1,2-a]pyridin-5-yl)methanone